NC=1C(=NON1)N1N=NC(=C1)CO [1-(4-amino-1,2,5-oxadiazol-3-yl)-1H-1,2,3-triazol-4-yl]methanol